1-(3-fluoro-4-{3-methylimidazo[1,2-a]pyridin-6-yl}benzenesulfonyl)-N-[4-(pentafluoro-λ6-sulfanyl)phenyl]piperidin-4-amine FC=1C=C(C=CC1C=1C=CC=2N(C1)C(=CN2)C)S(=O)(=O)N2CCC(CC2)NC2=CC=C(C=C2)S(F)(F)(F)(F)F